CCCCCCCCCCCCCCCCCCCCCCCCCCCCCCCCCCCCCCCCCCCCCCCCCCCCCCCCCCCCCCCCCCCCCCCCCC n-Tetraheptacontane